C(C1=CC=CC=C1)OC1=CC=C(C=N1)C1CN(CCC1(F)F)C(C(F)(F)F)C1=NC=C2C=C(C=NC2=C1)NC1=C(C=C(C=C1)F)F 7-(1-(3-(6-(benzyloxy)pyridin-3-yl)-4,4-difluoropiperidin-1-yl)-2,2,2-trifluoroethyl)-N-(2,4-difluorophenyl)-1,6-naphthyridin-3-amine